(RS)-2-(2,4-dichloro-m-tolyloxy)propionyl-aniline ClC1=C(C=CC(=C1O[C@@H](C(=O)NC1=CC=CC=C1)C)Cl)C |r|